5-(4,4,5,5-tetramethyl-1,3,2-dioxaborolan-2-yl)-3,4-dihydro-2H-pyran CC1(OB(OC1(C)C)C=1CCCOC1)C